FC(CN1N=CC(=C1)C1=NC(=NC=C1C(F)(F)F)N[C@H]1C[C@H](CCC1)N1C=NC=2C1=NC=C(C2)N2CCCC2)F 4-(1-(2,2-difluoroethyl)-1H-pyrazol-4-yl)-N-((1R,3S)-3-(6-(pyrrolidin-1-yl)-3H-imidazo[4,5-b]pyridin-3-yl)cyclohexyl)-5-(trifluoromethyl)pyrimidin-2-amine